3-[5-[(3S)-3-[[tert-butyl(dimethyl)silyl]oxymethyl]pyrrolidin-1-yl]-3-methyl-2-oxo-benzimidazol-1-yl]-1-[(4-methoxyphenyl)methyl]piperidine-2,6-dione [Si](C)(C)(C(C)(C)C)OC[C@@H]1CN(CC1)C1=CC2=C(N(C(N2C)=O)C2C(N(C(CC2)=O)CC2=CC=C(C=C2)OC)=O)C=C1